CC1=C(C=NN1C(C)C(C)C)C(=O)N 5-methyl-1-(3-methyl-2-butyl)-1H-pyrazole-4-carboxamide